C1=CC=CC=2C3=CC=CC=C3C(C12)COC(=O)N[C@H](CCN1CCC2(CCN(CC2)C(=O)OC(C)(C)C)CC1)CSC1=CC=CC=C1 tert-butyl (R)-9-(3-((((9H-fluoren-9-yl)methoxy)carbonyl)amino)-4-(phenylthio)butyl)-3,9-diazaspiro[5.5]undecane-3-carboxylate